FC1=C(C=C(C(=C1)OC1=NC=CC=C1C1=NC(=NC=C1)N[C@@H]1CNCCC1)F)NS(=O)(=O)CC1=CC=CC=C1 (S)-N-(2,5-difluoro-4-((3-(2-(piperidin-3-ylamino)pyrimidin-4-yl)pyridin-2-yl)oxy)phenyl)-1-phenylmethanesulfonamide